C(C)N1N(C2=NC(=NC=C2C1=O)NC=1C=C2C=CN(C2=CC1)C)C1=CC=CC(=N1)OC1CCN(CC1)C(=O)OC(C)(C)C tert-butyl 4-((6-(2-ethyl-6-((1-methyl-1H-indol-5-yl)amino)-3-oxo-2,3-dihydro-1H-pyrazolo[3,4-d]pyrimidin-1-yl)pyridin-2-yl)oxy)piperidine-1-carboxylate